5-chloro-2-(chloromethyl)benzofuran ClC=1C=CC2=C(C=C(O2)CCl)C1